(R)-2-(4-Fluorophenyl)-6-methyl-3-(1H-pyrazolo[3,4-b]pyridin-4-yl)-6,7-dihydro-4H-pyrazolo[5,1-c][1,4]oxazine FC1=CC=C(C=C1)C1=NN2C(CO[C@@H](C2)C)=C1C1=C2C(=NC=C1)NN=C2